5-Fluoro-6-(2-methoxyethoxy)-3-[3-(4-{5H,6H,7H-pyrrolo[3,4-d]pyrimidin-6-carbonyl}phenyl)-1,2-oxazol-5-yl]-1H-indazol FC=1C=C2C(=NNC2=CC1OCCOC)C1=CC(=NO1)C1=CC=C(C=C1)C(=O)N1CC=2N=CN=CC2C1